C(C)(=O)NC=1C=C(C(=O)NCCOC2=NC=C(C=C2Cl)C(F)(F)F)C=C(N1)C 2-acetamido-N-(2-((3-chloro-5-(trifluoromethyl)pyridin-2-yl)oxy)ethyl)-6-methylisonicotinamide